C(=C\C)/OCC1OC1 (E)-2-((prop-1-en-1-yloxy)methyl)oxirane